NC=1C2=C(N=C(N1)CO)N(C(C21CCCC1)=O)C=1C=NC(=NC1)C1CCOCC1 4'-amino-2'-(hydroxymethyl)-7'-[2-(oxan-4-yl)pyrimidin-5-yl]-6',7'-dihydrospiro[cyclopentane-1,5'-pyrrolo[2,3-d]pyrimidin]-6'-one